1-p-methylphenyl-5-methyl-N'-(1-(2-fluoro-4-chlorophenyl)methylene)-1H-pyrazole-4-carboxylic acid hydrazide CC1=CC=C(C=C1)N1N=CC(=C1C)C(=O)NN=CC1=C(C=C(C=C1)Cl)F